C(C)(C)(C)C1=C(C(=CC(=C1)CCCCCCCCC)C(C)(C)C)O 2,6-di-tert-butyl-4-nonyl-phenol